C1(CCCCC1)OC1=CC=C(CN2C=CC3=C(C=CC(=C23)C(=O)NC2CC3(CCC3)C2)F)C=C1 (Sa)-6-(1-(4-(Cyclohexyloxy)benzyl)-4-fluoro-1H-indol-7-carboxamido)spiro[3.3]heptan